CN1C(=NC(=C1)C(F)(F)F)C1=CC=C(CNC2=C3NC=NC3=NC=N2)C=C1 6-((4-(1-methyl-4-(trifluoromethyl)-1H-imidazol-2-yl)benzyl)amino)-7H-purin